tert-butyl 1-{[(Z)-(1-{2-[(tert-butoxycarbonyl)amino]-1,3-thiazol-4-yl}-2-oxo-2-{[(4S)-3-oxo-1,2-oxazolidin-4-yl]amino}ethylidene)amino]oxy}-4,4-dimethylcyclohexane-1-carboxylate C(C)(C)(C)OC(=O)NC=1SC=C(N1)/C(/C(N[C@@H]1C(NOC1)=O)=O)=N/OC1(CCC(CC1)(C)C)C(=O)OC(C)(C)C